1,2,4-thiadiazolidine 1,1-dioxide S1(NCNC1)(=O)=O